BrC=1C(=NN(C(C1)=O)CC(=O)NC1=NC=NC=C1F)C(C)C 2-(4-bromo-3-isopropyl-6-oxopyridazin-1(6H)-yl)-N-(5-fluoropyrimidin-4-yl)acetamide